6-Chloro-N-ethyl-3-(2-methoxypyrimidin-5-yl)-4-[3-(trifluoromethyl)pyrazol-1-yl]-9H-pyrido[2,3-b]indol-8-amine ClC=1C=C2C3=C(NC2=C(C1)NCC)N=CC(=C3N3N=C(C=C3)C(F)(F)F)C=3C=NC(=NC3)OC